BrC1=CN=C(S1)C1=CCC2(OCCO2)CC1 5-bromo-2-(1,4-dioxaspiro[4.5]dec-7-en-8-yl)thiazole